diethyl (5'-methyl-2'-(prop-1-en-2-yl)-4-propyl-[1,1'-biphenyl]-2,6-diyl) bis(methylphosphonate) CP(OCC)(OC1=C(C(=CC(=C1)CCC)OP(OCC)(=O)C)C1=C(C=CC(=C1)C)C(=C)C)=O